(2R,3R,4R,5S)-1-(2-(2,3-dihydrobenzo[b][1,4]dioxin-6-yl)ethyl)-2-(hydroxymethyl)piperidine-3,4,5-triol O1C2=C(OCC1)C=C(C=C2)CCN2[C@@H]([C@H]([C@@H]([C@H](C2)O)O)O)CO